5-(2-{5-[(3R,5R)-3-amino-5-fluoropiperidine-1-carbonyl]-7-methoxy-1-methyl-1H-1,3-benzodiazol-2-yl}-1-(cyclopropylmethyl)-1H-pyrrolo[2,3-b]pyridin-6-yl)-1,3-dihydro-2-benzofuran-1-one N[C@H]1CN(C[C@@H](C1)F)C(=O)C1=CC2=C(N(C(=N2)C2=CC=3C(=NC(=CC3)C3=CC4=C(C(OC4)=O)C=C3)N2CC2CC2)C)C(=C1)OC